ClC1=NC=C(C(=C1)N[C@H]1CC[C@H](CC1)NC(OC(C)(C)C)=O)CNC1=C(C=CC=C1C)F cis-tert-butyl N-[4-[[2-chloro-5-[(2-fluoro-6-methyl-anilino)methyl]-4-pyridyl]amino] cyclohexyl]carbamate